C(C(C)=C)NC(C=C)=O N-methallyl-acrylamide